1-phenyl-1-chloroethane C1(=CC=CC=C1)C(C)Cl